C(CCCCCCCCC(=O)O)(=O)O Decandioic acid